C1OCC12CN(C2)CCOC=2C=C(C=1N(C2)N=CC1C#N)C=1C=NC(=CC1)F 6-(2-(2-oxa-6-azaspiro[3.3]heptan-6-yl)ethoxy)-4-(6-fluoropyridin-3-yl)pyrazolo[1,5-a]pyridine-3-carbonitrile